(S)-2-(4-(4-(1-(pentan-3-yl)-1H-pyrazol-4-yl)pyrazolo[1,5-a]pyrazin-6-yl)-1H-pyrazol-1-yl)propan-1-ol CCC(CC)N1N=CC(=C1)C=1C=2N(C=C(N1)C=1C=NN(C1)[C@H](CO)C)N=CC2